C(CCCCC)(=O)N[C@@H](C(C)C)C(=O)O N-caproyl-valine